[Mo](=O)(=O)=O molybdenum(VI) oxide